Cl.N[C@@H](COC1=C(C(=O)OCC2=CC=CC=C2)C(=CC(=C1)OC)OC)CC1=CC=CC=C1 Benzyl (R)-2-(2-amino-3-phenylpropoxy)-4,6-dimethoxybenzoate hydrochloride